C(#N)C1=CC=C(C=C1)C1(CC1)NC(=O)C=1C(N(C2=NC=C(C=C2C1)C(C)C)CC1=CC=C(C=C1)F)=O N-(1-(4-cyanophenyl)cyclopropyl)-1-(4-fluorobenzyl)-6-isopropyl-2-oxo-1,2-dihydro-1,8-naphthyridine-3-carboxamide